FC1=CC(=C(C(=C1)C)NC1=NN(C2=NC(=NC=C21)NC2=CC=CC=C2)CCC(C)(C)OC)C N3-(4-fluoro-2,6-dimethyl-phenyl)-1-(3-methoxy-3-methyl-butyl)-N6-phenyl-1H-pyrazolo[3,4-d]pyrimidine-3,6-diamine